n-tetradecane tin propan-2-carboxylate CC(C)C(=O)[O-].[Sn+4].CCCCCCCCCCCCCC.CC(C)C(=O)[O-].CC(C)C(=O)[O-].CC(C)C(=O)[O-]